O=C1N(C(C2=CC=CC=C12)=O)CC(C1=C(C=CC=C1)OC)NC(OCCCC)=O Butyl N-[2-(1,3-dioxoisoindolin-2-yl)-1-(2-methoxyphenyl)ethyl]carbamate